ethyl 3-amino-6,8-dihydrofuro[3,4-g]quinoline-2-carboxylate NC=1C(=NC2=CC3=C(C=C2C1)COC3)C(=O)OCC